(R)-3-((bis(benzyloxy)phosphoryl)oxy)-2-methylpropyl (chloromethyl) carbonate C(OC[C@H](COP(=O)(OCC1=CC=CC=C1)OCC1=CC=CC=C1)C)(OCCl)=O